3-(2-((1-butyl-piperidin-4-yl)amino)-1-hydroxyethyl)phenol C(CCC)N1CCC(CC1)NCC(O)C=1C=C(C=CC1)O